[Cl-].CO[Si](CCC[N+](CCCCCCCCCCCCCCCCCC)(C)C)(OC)OC 3-trimethoxysilyl-propyl-dimethyl-octadecyl-ammonium chloride